C(C(=C)C)(=O)O.C1(CCCO1)=O 4-butyrolactone methacrylate